ClC1=C(C(=NN1C)C1=NOC(=C1)C)CN1C[C@@H](CCCC1)NCCC(C)C (R)-1-((5-Chloro-1-methyl-3-(5-methylisoxazol-3-yl)-1H-pyrazol-4-yl)methyl)-N-isopentylazepan-3-amine